[I-].NC(=[NH2+])N guanidinium iodide